4-(4-aminopiperidin-1-yl)-3-(7-chloro-1H-1,3-benzodiazol-2-yl)-5-(3-fluoro-5-methylphenyl)pyridin-2-amine NC1CCN(CC1)C1=C(C(=NC=C1C1=CC(=CC(=C1)C)F)N)C1=NC2=C(N1)C(=CC=C2)Cl